6-hydroxy-N-(2-methylindol-1-yl)picolinamide OC1=CC=CC(=N1)C(=O)NN1C(=CC2=CC=CC=C12)C